C1(=CC=C(C=C1)C=C(C(=O)OCC)C(=O)OCC)C=C(C(=O)OCC)C(=O)OCC tetraethyl 2,2'-(1,4-phenylenedimethylylidene)dimalonate